4-(picolinimidamido)-N-(4-(picolinimidamido)phenyl)benzamide di-trifluoroacetate FC(C(=O)O)(F)F.FC(C(=O)O)(F)F.N1=C(C=CC=C1)C(NC1=CC=C(C(=O)NC2=CC=C(C=C2)NC(C2=NC=CC=C2)=N)C=C1)=N